Di-tert-butyl-(2R,4R)-4-((6-chloro-3-fluoro-4-isobutyrylpyridin-2-yl)methyl)-2-methylpiperidine-1,4-dicarboxylic acid C(C)(C)(C)C1[C@](N(CC[C@@]1(C(=O)O)CC1=NC(=CC(=C1F)C(C(C)C)=O)Cl)C(=O)O)(C)C(C)(C)C